N-(3-(1-(3-cyanophenyl)-1H-pyrazol-4-yl)-5-fluorobenzyl)-8-cyclopentyl-7H-purine-6-carboxamide C(#N)C=1C=C(C=CC1)N1N=CC(=C1)C=1C=C(CNC(=O)C2=C3NC(=NC3=NC=N2)C2CCCC2)C=C(C1)F